methyl 6-(1-(4-fluorobenzamido)cyclopropyl)-1,2,2a,7b-tetrahydro-3H-cyclobuta[b]indole-3-carboxylate FC1=CC=C(C(=O)NC2(CC2)C2=CC=3C4C(N(C3C=C2)C(=O)OC)CC4)C=C1